FC(C(O)C=1SC(=CC1)N1CCN(CC1)C1=CC=C(C=C1)B1OC(C(O1)(C)C)(C)C)(F)F 2,2,2-trifluoro-1-(5-(4-(4-(4,4,5,5-tetramethyl-1,3,2-dioxaborolan-2-yl)phenyl)piperazin-1-yl)thiophen-2-yl)ethan-1-ol